CO[C@@H]1CN(C[C@H]1OC)C(=O)C1=CC=C(C=C1)N1N=CC(=C1)C=1C(NC2=CC=C(C=C2C1)F)=O 3-{1-[4-((3R,4R)-3,4-dimethoxy-pyrrolidine-1-carbonyl)-phenyl]-1H-pyrazol-4-yl}-6-fluoro-1H-quinolin-2-one